C(C)(C)(C)C1=NOC(=N1)C(=O)N[C@H](C)C1=C(C=C(C(=C1)F)B1OC(C(O1)(C)C)(C)C)C (R)-3-(tert-butyl)-N-(1-(5-fluoro-2-methyl-4-(4,4,5,5-tetramethyl-1,3,2-dioxaborolan-2-yl)phenyl)ethyl)-1,2,4-oxadiazole-5-carboxamide